C(C1=CC=CC=C1)OC(=O)N1CCC(CC1)S(=O)(=O)Cl 4-(chlorosulfonyl)piperidine-1-carboxylic acid benzyl ester